1-Decyl-3-Methylpyridinium fluorid [F-].C(CCCCCCCCC)[N+]1=CC(=CC=C1)C